phenoxyoxamide O(C1=CC=CC=C1)NC(=O)C(=O)N